C(C)(C)NC(O[C@H]1C[C@H](CC1)C1=NN(C(=C1)NC1=CC=C2CCCS(C2=C1)(=O)=O)C(C)(C)C)=O (1R,3S)-3-(1-(tert-butyl)-5-((1,1-dioxidothiochroman-7-yl)amino)-1H-pyrazol-3-yl)cyclopentyl isopropylcarbamate